BrC1=CC(=C(C(=O)NC2(C(C2([2H])[2H])([2H])[2H])[2H])C(=C1)OC([2H])([2H])[2H])OC(F)F 4-bromo-2-(difluoromethoxy)-N-(1,2,2,3,3-pentadeuterio-cyclopropyl)-6-(trideuteriomethoxy)benzamide